ClC1=CC(=C(C=C1Cl)[C@@H](C1CCN(CC1)S(=O)(=O)C1CN(C1)C(=O)OC(C)(C)C)NS(=O)C(C)(C)C)OCC=C tert-butyl 3-([4-[(R)-[4,5-dichloro-2-(prop-2-en-1-yloxy)phenyl][(2-methylpropane-2-sulfinyl)amino]methyl]piperidin-1-yl]sulfonyl)azetidine-1-carboxylate